bissuccinimidyl tartrate C(=O)(ON1C(CCC1=O)=O)C(O)C(O)C(=O)ON1C(CCC1=O)=O